2-(3-(2-((1,5-dimethyl-1H-pyrazol-3-yl)amino)-5-methylpyrimidin-4-yl)-1H-indol-7-yl)-4-(5-methylpyridin-3-yl)isoindolin-1-one CN1N=C(C=C1C)NC1=NC=C(C(=N1)C1=CNC2=C(C=CC=C12)N1C(C2=CC=CC(=C2C1)C=1C=NC=C(C1)C)=O)C